N[C@H](CC(=O)N)C(=O)N1CC=2N=C(N=C(C2C1)N1CCOCC1)N/N=C/C1=CC(=CC=C1)C (3R)-3-Amino-4-[2-{(2E)-2-[(3-methylphenyl)methylidene]hydrazinyl}-4-(morpholin-4-yl)-5,7-dihydro-6H-pyrrolo[3,4-d]pyrimidin-6-yl]-4-oxobutanamide